N[C@@H](CC1=CC=C(C=C1)C1=CC=C(C#N)C=C1)C#N 4-[4-[(2S)-2-amino-2-cyano-ethyl]phenyl]benzonitrile